1-[(4,5-dimethoxy-2-pyridyl)methyl]-4-[3-fluoro-5-iso-butyl-2-(2H-tetrazol-5-yl)phenyl]piperazine COC1=CC(=NC=C1OC)CN1CCN(CC1)C1=C(C(=CC(=C1)CC(C)C)F)C=1N=NNN1